NC1=NC(=NC2=C(C=CC=C12)C1=C(C=C(C=C1C)\C=C\C#N)C)NC1=NC=C(C#N)C=C1C (E)-6-((4-Amino-8-(4-(2-cyanovinyl)-2,6-dimethylphenyl)quinazolin-2-yl)amino)-5-methylnicotinonitrile